(E)-4-(4-(diphenylamino)styryl)benzaldehyde C1(=CC=CC=C1)N(C1=CC=C(/C=C/C2=CC=C(C=O)C=C2)C=C1)C1=CC=CC=C1